3-nitrofuran-2-ylbenzamide [N+](=O)([O-])C1=C(OC=C1)C1=C(C(=O)N)C=CC=C1